trans-[4-(5-bromothiazol-2-yl)cyclohexoxy]-tert-butyl-diphenyl-silane BrC1=CN=C(S1)[C@@H]1CC[C@H](CC1)O[Si](C1=CC=CC=C1)(C1=CC=CC=C1)C(C)(C)C